6-(5H-Imidazo[5,1-a]isoindol-5-yl)-6,7-dihydro-5H-cyclopenta[c]pyridin-7-ol C=1N=CN2C1C1=CC=CC=C1C2C2CC1=C(C=NC=C1)C2O